C(C1=CC=CC=C1)N([C@H](C(=O)OC)C)CC1=CC=CC=C1 (S)-Methyl 2-(dibenzylamino)propanoate